Cl.C(C)(C)(C)N1N=NC(=C1)C(=O)NCC1=C(C=C(C=C1)C1=NC=NN2C1=CC(=C2)C=2C=NN(C2)C)C(F)F 1-(tert-butyl)-N-(2-(difluoromethyl)-4-(6-(1-methyl-1H-pyrazol-4-yl)pyrrolo[2,1-f][1,2,4]triazin-4-yl)benzyl)-1H-1,2,3-triazole-4-carboxamide hydrochloride